tetrabutylammonium tert-butyl-{4-[2-(2-{[(2S,5R)-7-oxo-6-(sulfooxy)-1,6-diazabicyclo[3.2.1]oct-2-yl]carbonyl}hydrazinyl)-2-oxoethyl]phenyl}carbamate C(C)(C)(C)N(C([O-])=O)C1=CC=C(C=C1)CC(=O)NNC(=O)[C@H]1N2C(N([C@H](CC1)C2)OS(=O)(=O)O)=O.C(CCC)[N+](CCCC)(CCCC)CCCC